C1(=CC=CC=C1)C1=C(C(=CC(=C1S(=O)(=O)O)O)C1=CC=CC=C1)C1=C(C=C(C=C1C1=CC=CC=C1)O)C1=CC=CC=C1 2,2',6,6'-tetraphenyl-3-sulfo-4,4'-dihydroxybiphenyl